OC1=CC=C(C=C1)C(\C=C\C1=CC(=C(C=C1)OCC=1OC(=NN1)C1=CC=C(C=C1)[N+](=O)[O-])OC)=O (E)-1-(4-Hydroxyphenyl)-3-[3-methoxy-4-[[5-(4-nitrophenyl)-1,3,4-oxadiazol-2-yl]methoxy]phenyl]prop-2-en-1-one